trans-2,3-dimethyl-cyclopropyl-carboxylic acid benzyl ester C(C1=CC=CC=C1)OC(=O)C1C(C1C)C